(hydroxy(pyridin-2-yl)methyl)phenol OC(C1=NC=CC=C1)C1=C(C=CC=C1)O